C(CC)C=1NC=2N(C(C1)=O)N=C(N2)NCC=2C=C1C=CC=NC1=CC2 5-propyl-2-(6-quinolylmethylamino)-4H-[1,2,4]triazolo[1,5-a]pyrimidin-7-one